5'-(bromomethyl)-4,4''-bis((2-ethylhexyl)oxy)-1,1':3',1''-terphenyl BrCC=1C=C(C=C(C1)C1=CC=C(C=C1)OCC(CCCC)CC)C1=CC=C(C=C1)OCC(CCCC)CC